(t-butoxycarbonyl)glycylglycinyl-L-phenylalanyl-glycine C(C)(C)(C)OC(=O)NCC(=O)NCC(=O)N[C@@H](CC1=CC=CC=C1)C(=O)NCC(=O)O